5,5'-dimethyl-2,6'-diaminobiphenyl bis-(4-t-butylcyclohexyl)-peroxydicarbonate C(C)(C)(C)C1CCC(CC1)OC(=O)OOC(=O)OC1CCC(CC1)C(C)(C)C.CC=1C=CC(=C(C1)C1=CC=CC(=C1N)C)N